FC1=C(OCCCC(C(=O)N2CCN(CC2)S(=O)(=O)C=2C=CC3=C(CCO3)C2)(C)C)C=CC(=C1)F 5-(2,4-Difluorophenoxy)-1-(4-((2,3-Dihydrobenzofuran-5-yl)sulfonyl)piperazin-1-yl)-2,2-dimethylpentan-1-one